F[C@@H]1C[C@@]2(CCCN2C1)COC1=NC(=C2N(C=NC2=N1)C1CCOCC1)N1CC2CCC(C1)N2C(=O)OC(C)(C)C tert-butyl 3-[2-{[(2R,7aS)-2-fluorotetrahydro-1H-pyrrolizin-7a(5H)-yl]methoxy}-7-(oxan-4-yl)-7H-purin-6-yl]-3,8-diazabicyclo[3.2.1]octane-8-carboxylate